DIMETHYLAMYLAMINE CC(CCCCN)C